C(C1=CC=CC=C1)N1CC(CC1)NC(=O)C1(CC2=CC=CC=C2C1)CC(=O)O 2-[2-[(1-benzylpyrrolidin-3-yl)carbamoyl]indan-2-yl]acetic acid